5-ACETYLPYRIMIDINE-4-CARBOXYLIC ACID C(C)(=O)C=1C(=NC=NC1)C(=O)O